ClC=1C=C2C=CN(C2=C(C1)C1=C2C(=NC=C1)C=C(S2)CN2C(N(C(=CC2=O)C)CC(F)(F)F)=O)CC2(CCNCC2)C#N 4-((5-Chloro-7-(2-((4-methyl-2,6-dioxo-3-(2,2,2-trifluoroethyl)-3,6-Dihydropyrimidin-1(2H)-yl)methyl)thieno[3,2-b]pyridin-7-yl)-1H-indol-1-yl)methyl)piperidine-4-carbonitrile